FC1=C(C=CC=C1)N1N=C(C=C1C)C(=O)O 1-(2-fluorophenyl)-5-methyl-1H-pyrazole-3-carboxylic acid